OC[C@@H]1CN(CCO1)C1=C(C=C(N=N1)C1=C(C=C(C=C1)C)O)C 2-[6-[(2S)-2-(hydroxymethyl)morpholin-4-yl]-5-methyl-pyridazin-3-yl]-5-methyl-phenol